FC=1C=C(C=CC1)N1N=NC(=C1)C1=CC=C(C=O)C=C1 4-(1-(3-fluorophenyl)-1H-1,2,3-triazol-4-yl)benzaldehyde